citral carbon [C].CC(C)=CCCC(C)=CC=O